2-(3-((dimethylamino)methyl)-4-(tetrahydro-2H-pyran-4-yl)phenyl)-8-(4-methylpyridin-3-yl)quinazoline-2,5-diamine CN(C)CC=1C=C(C=CC1C1CCOCC1)C1(NC=2C(=CC=C(C2C=N1)N)C=1C=NC=CC1C)N